S1C(=CC2=C1C=CC=C2)C(=O)N benzothiophen-2-carboxamid